OC1=C(C=C(C=C1)\C=C\C(C1=CC=CC=C1)=O)NS(=O)(=O)C1=CC=C(C=C1)C N-[2-Hydroxy-5-[(E)-3-oxo-3-phenylprop-1-enyl]phenyl]-4-methylbenzenesulfonamide